tert-butyl (6aR)-1,4-difluoro-3-(5-methyl-1H-indazol-4-yl)-12-oxo-6a,7,9,10-tetrahydro-12H-pyrazino[2,1-c]pyrido[3,4-f][1,4]oxazepine-8(6H)-carboxylate FC1=NC(=C(C2=C1C(N1[C@@H](CO2)CN(CC1)C(=O)OC(C)(C)C)=O)F)C1=C2C=NNC2=CC=C1C